4-([1,1'-biphenyl]-3-yl)-6-(3-chlorophenyl)-2-phenylpyrimidine C1(=CC(=CC=C1)C1=NC(=NC(=C1)C1=CC(=CC=C1)Cl)C1=CC=CC=C1)C1=CC=CC=C1